ICC1CCC(CC1)N1N=C2C=C(C(=CC2=C1)NC(=O)C1=NC(=CC=C1)C(F)(F)F)C N-[2-[4-(iodomethyl)cyclohexyl]-6-methyl-indazol-5-yl]-6-(trifluoromethyl)pyridine-2-carboxamide